FC=1C(=CC(=NC1)OC)B(O)O (5-fluoro-2-methoxy-4-pyridyl)boronic acid